3-oxo-1',3'-dihydrospiro[cyclohexane-1,2'-indene]-4-carboxylic acid methyl ester COC(=O)C1C(CC2(CC3=CC=CC=C3C2)CC1)=O